(S)-cyclopropyl-(5-(2,4-difluorophenoxy)-2-methyl-6-(1-(piperidin-4-yl)-1H-pyrazol-4-yl)-3,4-dihydroquinolin-1(2H)-yl)methanone C1(CC1)C(=O)N1[C@H](CCC2=C(C(=CC=C12)C=1C=NN(C1)C1CCNCC1)OC1=C(C=C(C=C1)F)F)C